3-ethyl-3-[{(3-ethyloxetan-3-yl)methoxy}methyl]oxetan (±)-tert-butyl-(1R,2S,4S)-2-(2-ethoxy-2-oxoethyl)-3-oxo-7-azabicyclo[2.2.1]heptane-7-carboxylate C(C)(C)(C)OC(=O)N1[C@H]2[C@@H](C([C@@H]1CC2)=O)CC(=O)OCC.C(C)C2(COC2)COCC2(COC2)CC |r|